(2R)-2-methyl-N-{2-[1-(pyrimidin-5-ylmethyl)piperidin-4-yl]ethyl}-4-[5-(trifluoromethyl)pyrimidin-2-yl]piperazine-1-carboxamide C[C@H]1N(CCN(C1)C1=NC=C(C=N1)C(F)(F)F)C(=O)NCCC1CCN(CC1)CC=1C=NC=NC1